7-fluoro-6-nitroquinoxalin-2(1H)-one FC1=C(C=C2N=CC(NC2=C1)=O)[N+](=O)[O-]